3-(4-n-butylcyclohex-1-en-1-yl)propanal C(CCC)C1CC=C(CC1)CCC=O